(2R,4S,5R,6R)-2-((6-carboxyhexyl)oxy)-6-((1R,2R)-1,2-dihydroxy-3-(2-(3-hydroxyphenyl)acetamido)propyl)-4-hydroxy-5-(2-hydroxyacetamido)tetrahydro-2H-pyran-2-carboxylic acid C(=O)(O)CCCCCCO[C@]1(O[C@H]([C@@H]([C@H](C1)O)NC(CO)=O)[C@@H]([C@@H](CNC(CC1=CC(=CC=C1)O)=O)O)O)C(=O)O